C1(CC1)C(=O)C1=CN(C2=CC=C(C=C12)OC1=C(C=C(C=C1Cl)[N+](=O)[O-])Cl)S(=O)(=O)C1=CC=C(C=C1)C 3-Cyclopropanecarbonyl-5-(2,6-dichloro-4-nitrophenoxy)-1-(4-methylbenzenesulfonyl)-indole